2-(dimethylamino)bromoethane CN(CCBr)C